OCCCCCCOC1=CC=C(C=C1)C(\C=C\C1=CC=CC=C1)=O (E)-1-[4-(6-Hydroxyhexoxy)phenyl]-3-phenylprop-2-en-1-one